CC1(CNC1)OCCS(=O)(=O)C 3-methyl-3-(2-(methylsulfonyl)ethoxy)azetidine